C1(=CC=C(C=C1)P(C1=NC=CC=C1)(C1=CC=C(C=C1)C1=CC=CC=C1)=O)C1=CC=CC=C1 bis([1,1'-biphenyl]-4-yl)(pyridin-2-yl)phosphine oxide